OC1N(CCN(C1)C(=O)OCC1=CC=CC=C1)C(=O)OC(C)(C)C O4-benzyl O1-tert-butyl 2-hydroxypiperazine-1,4-dicarboxylate